FC(C1=CC=C(OC=2C=CC(=C(C2)NC(=O)[C@H]2N(C(NC2)=O)C)OC)C=C1)F (S)-N-(5-(4-(difluoromethyl)phenoxy)-2-methoxyphenyl)-3-methyl-2-oxoimidazolidine-4-carboxamide